FC=1C(=CC2=CN(N=C2C1)C)NC(=O)N1CCC=2C1=NC=CC2N2CCN(CC2)C(=O)OC(C)(C)C tert-butyl 4-(1-((6-fluoro-2-methyl-2H-indazol-5-yl)carbamoyl)-2,3-dihydro-1H-pyrrolo[2,3-b]pyridin-4-yl)piperazine-1-carboxylate